6-(3,6-dihydro-2H-pyran-4-yl)-nicotinic acid O1CCC(=CC1)C1=NC=C(C(=O)O)C=C1